2-(2-((7-Chloro-1,2,3,4-tetrahydroisoquinolin-6-yl)amino)-5-(trifluoromethyl)pyrimidin-4-yl)thieno[3,2-c]pyridin-4(5H)-one ClC1=C(C=C2CCNCC2=C1)NC1=NC=C(C(=N1)C1=CC=2C(NC=CC2S1)=O)C(F)(F)F